2-pyridyl-2,3-naphthyridine N1=C(C=CC=C1)C1=NN=CC2=CC=CC=C12